(E)-1-(4-(4-((4-([1,2,4]triazolo[1,5-a]pyridin-7-yloxy)-3-methylphenyl)amino)pyrrolo[2,1-f][1,2,4]triazin-5-yl)-4-methoxypiperidin-1-yl)-4-(dimethylanilino)but-2-en-1-one N=1C=NN2C1C=C(C=C2)OC2=C(C=C(C=C2)NC2=NC=NN1C2=C(C=C1)C1(CCN(CC1)C(\C=C\CN(C1=C(C=CC=C1)C)C)=O)OC)C